pyrrolinate sodium [Na+].N1(C=CCC1)C(=O)[O-]